di-sec-butoxy bis(ethylacetoacetate) zirconium [Zr].C(C)CC(CC(=O)OOC(C)CC)=O.C(C)CC(CC(=O)OOC(C)CC)=O